ClC1=CC=C(C=C1)C1=NOC(=C1)CN1C(O[C@]2(C1)C[C@H](CCC2)CN2C=NC1=C2C=C(C=C1)C#N)=O 1-[((5s,7s)-3-{[3-(4-chlorophenyl)-5-isoxazolyl]methyl}-2-oxo-1-oxa-3-azaspiro[4.5]decan-7-yl)methyl]-1H-benzimidazole-6-carbonitrile